1-[(3,4-Dichlorophenyl)methyl]-N-[4-{[2-(dimethyl-amino)ethyl]oxy}-3-(hydroxymethyl)phenyl]-5-methyl-1H-1,2,3-triazole-4-carboxamide ClC=1C=C(C=CC1Cl)CN1N=NC(=C1C)C(=O)NC1=CC(=C(C=C1)OCCN(C)C)CO